3-(5-((3,5-dichloro-2-hydroxybenzyl)amino)pyridin-2-yl)-1,2,4-oxadiazol-5(4H)-one ClC=1C(=C(CNC=2C=CC(=NC2)C2=NOC(N2)=O)C=C(C1)Cl)O